FC1=C(C=CC=C1)C1=CC(=CN1S(=O)(=O)C=1C=NC=CC1)C(=O)NC 5-(2-fluorophenyl)-N-methyl-1-(3-pyridylsulfonyl)-1H-pyrrole-3-formamide